CP([O-])([O-])=O.C(C)(C)(C)O[Al+]OC(C)(C)C.C(C)(C)(C)O[Al+]OC(C)(C)C bis(di-t-butoxyaluminum) methyl-phosphonate